N,2-diphenylimidazo[1,2-a]pyridin-3-amine C1(=CC=CC=C1)NC1=C(N=C2N1C=CC=C2)C2=CC=CC=C2